(S)-N-((R)-2-AMINO-6,7-DIHYDRO-5H-CYCLOPENTA[B]PYRIDIN-5-YL)-3-((3-CHLORO-5-METHYLBENZYL)AMINO)-4-OXO-4,6,7,8-TETRAHYDROPYRROLO[1,2-A]PYRIMIDINE-6-CARBOXAMIDE NC1=CC=C2C(=N1)CC[C@H]2NC(=O)[C@@H]2CCC=1N2C(C(=CN1)NCC1=CC(=CC(=C1)C)Cl)=O